ClC1=NN=C(C2=CC=CC=C12)C=1C=CC=2C(C3=CC=CC=C3C2C1)(C1=CC=CC=C1)C1=CC=CC=C1 1-chloro-4-(9,9-diphenyl-9H-fluoren-3-yl)phthalazine